((4aSR,8aSR)-5,5,8a-trimethyl-2-methylenedecahydronaphthalen-1-yl)methyl formate C(=O)OCC1C(CC[C@H]2C(CCC[C@]12C)(C)C)=C |r|